C1(=CC=CC=C1)CCCOC(C=C)=O acrylic acid phenylpropyl ester